COC([C@H](CC#CCC)C)=O (S)-2-methyl-4-heptynoic acid methyl ester